CC1S(CC(C1)C)(=O)=O tetrahydro-2,4-dimethylthiophene 1,1-dioxide